FC=1C=C2C(=C(C=NC2=CC1)C(=O)N1CCN(CC1)S(=O)(=O)C)N1CCC(CC1)(C1=CC=CC=C1)C(C)(C)O (6-fluoro-4-(4-(2-hydroxypropan-2-yl)-4-phenylpiperidin-1-yl)quinolin-3-yl)(4-(methylsulfonyl)piperazin-1-yl)methanone